CCCCCCCCCCCCCCCCCC(=O)NCCCN N-(3-aminopropyl)stearamide